N1(C=NC=C1)C(=O)OC1CC(C1)C1=CC(=CC2=C1N=CS2)F (1s,3s)-3-(6-fluorobenzo[d]thiazol-4-yl)cyclobutyl 1H-imidazole-1-carboxylate